3-[5-[(E)-2-(4-[[(tert-butyldiphenylsilyl)oxy]methyl]cyclohexyl)ethenyl]-3-methyl-2-oxo-1,3-benzodiazol-1-yl]piperidine-2,6-dione [Si](C1=CC=CC=C1)(C1=CC=CC=C1)(C(C)(C)C)OCC1CCC(CC1)/C=C/C1=CC2=C(N(C(N2C)=O)C2C(NC(CC2)=O)=O)C=C1